C1(=CC=CC=C1)CC 1-phenyl-ethan